N-[2-(4-formylcyclohexyl)indazol-5-yl]-6-(trifluoromethyl)pyridine-2-carboxamide C(=O)C1CCC(CC1)N1N=C2C=CC(=CC2=C1)NC(=O)C1=NC(=CC=C1)C(F)(F)F